N-((1S,2R)-2-((2-(3-oxo-6-azabicyclo[3.1.1]heptane-6-carbonyl)-4-bromo-6-nitrophenyl)amino)cyclohexyl)-2-oxo-1,2-dihydroquinoline-4-carboxamide O=C1CC2N(C(C1)C2)C(=O)C2=C(C(=CC(=C2)Br)[N+](=O)[O-])N[C@H]2[C@H](CCCC2)NC(=O)C2=CC(NC1=CC=CC=C21)=O